C(C)(C)OC(CCC[C@@H](C#C\C=C\C=C\[C@@H](CC#C\C=C\[C@@H](CC)O)O)O)=O (5S,8E,10E,12R,16E,18R)-5,12,18-Trihydroxyeicosa-8,10,16-triene-6,14-Diynoic acid isopropyl ester